NC1=NN2C(C3=CC(=CC=C3C(=C2C(=O)OC)OCC2=CC=CC=C2)Br)=N1 methyl 2-amino-6-benzyloxy-9-bromo-[1,2,4]triazolo[5,1-a]isoquinoline-5-carboxylate